O=C1NC(CCC1C=1C=C(CN(C2CCN(CC2)C=2C(=CC3=C(C(C=4NC5=CC(=CC=C5C4C3=O)C#N)(C)C)C2)CC)C)C=CC1)=O 8-(4-((3-(2,6-dioxopiperidin-3-yl)benzyl)(methyl)amino)piperidin-1-yl)-9-ethyl-6,6-dimethyl-11-oxo-6,11-dihydro-5H-benzo[b]carbazole-3-carbonitrile